N(=[N+]=[N-])C1=CC=C(C(=C1C=1C(N(N=CC1Cl)CC1=CC=CC=C1)=O)F)Cl 4-(6-azido-3-chloro-2-fluorophenyl)-2-benzyl-5-chloropyridazin-3(2H)-one